FC1=C(C(=C(C(=C1[B-](C1=C(C(=C(C(=C1F)F)F)F)F)(C1=C(C(=C(C(=C1F)F)F)F)F)C1=C(C(=C(C(=C1F)F)F)F)F)F)F)F)F.CC1=C(C=CC=C1)[PH+](C1=C(C=CC=C1)C)C1=C(C=CC=C1)C tri(methylphenyl)phosphonium tetrakis(pentafluorophenyl)borate